IC1=C(C(=O)NC2=NC=NS2)C=CC(=C1)C(F)(F)F 2-iodo-N-(1,2,4-thiadiazol-5-yl)-4-(trifluoromethyl)benzamide